fluorine chlorine salt [Cl].[F]